FC(C(=O)O)(F)F.CN1N=C2C(=CC=C(C2=C1)N1CCNCC1)C(=O)N 2-methyl-4-(piperazin-1-yl)indazole-7-carboxamide trifluoroacetate